C1(CC1)CN1C[C@H](CC1)OC1=C(C(=CC=C1)F)NC(=O)N1CCC(CC1)(C)C1=NOC(=N1)[C@H]1[C@H](C1)F N-(2-(((S)-1-(cyclopropylmethyl)pyrrolidin-3-yl)oxy)-6-fluorophenyl)-4-(5-((1S,2S)-2-fluorocyclopropyl)-1,2,4-oxadiazol-3-yl)-4-methylpiperidine-1-carboxamide